NC1=CC=C(C(=O)NC=2C=C(C=CC2O)S(=O)(=O)C2=CC(=C(C=C2)O)NC(C2=CC=C(C=C2)N)=O)C=C1 bis[N-(4-aminobenzoyl)-3-amino-4-hydroxyphenyl]Sulfone